N-(1-([1,1'-biphenyl]-4-yl)ethyl)-2-methylbenzenesulfonamide C1(=CC=C(C=C1)C(C)NS(=O)(=O)C1=C(C=CC=C1)C)C1=CC=CC=C1